5-[4-(5-methyl-1,2,4-oxadiazol-3-yl)piperidine-1-carbonyl]-6-(trifluoromethyl)-2-[[4-(trifluoromethyl)phenyl]methoxy]pyridine-3-thiocarboxamide CC1=NC(=NO1)C1CCN(CC1)C(=O)C=1C=C(C(=NC1C(F)(F)F)OCC1=CC=C(C=C1)C(F)(F)F)C(N)=S